5-bromo-4-methyl-2-(3-(pyrrolidin-1-yl)phenyl)thiazole BrC1=C(N=C(S1)C1=CC(=CC=C1)N1CCCC1)C